ClC1=C(C=CC=2CN3[C@@H](COC21)CN(CC3)C(=O)OC(C)(C)C)C3=C2C=NNC2=CC=C3C tert-butyl (12aR)-10-chloro-9-(5-methyl-1H-indazol-4-yl)-3,4,12,12a-tetrahydro-6H-pyrazino[2,1-c][1,4]benzooxazepine-2(1H)-carboxylate